C(C)(C)(C)OC(=O)N1CC=2N(CCC1)N=C1C2COC1=O.C(C(C)C)N1CCN(CC1)C=1C=NC(=CC1)[N+](=O)[O-] 1-isobutyl-4-(6-nitro-3-pyridyl)piperazine tert-butyl-3-oxo-6,7,8,10-tetrahydro-1H-furo[3',4':3,4]pyrazolo[1,5-a][1,4]diazepine-9(3H)-carboxylate